C(C1=CC=CC=C1)OC1=C(C=CC(=C1)C(F)(F)F)C=1C=2N(C(=NN1)N[C@H]1CN(CCC1)C1CC1)C=CC2 (R)-1-(2-(benzyloxy)-4-(trifluoromethyl)phenyl)-N-(1-cyclopropylpiperidin-3-yl)pyrrolo[1,2-d][1,2,4]triazin-4-amine